N[C@H]1CS(C2=C(N(C1=O)CC1=CC=C(C=C1)Cl)C=C(C(=C2)F)C=2OC(=NN2)NC2(CC(C2)(F)F)C)(=O)=O (3R)-3-amino-5-[(4-chlorophenyl)methyl]-7-[5-[(3,3-difluoro-1-methyl-cyclobutyl)amino]-1,3,4-oxadiazol-2-yl]-8-fluoro-1,1-dioxo-2,3-dihydro-1λ6,5-benzothiazepin-4-one